2-[2-hydroxy-3-(dimethylbenzyl)-5-(1,1,3,3-tetramethylbutyl)phenyl]-2H-benzotriazole OC1=C(C=C(C=C1C(C1=CC=CC=C1)(C)C)C(CC(C)(C)C)(C)C)N1N=C2C(=N1)C=CC=C2